NC1=CC(=NC(=N1)NC1=C(C=CC=C1)O)C(=O)NC1CC2=CC=CC=C2C1 6-Amino-N-(2,3-dihydro-1H-inden-2-yl)-2-((2-hydroxyphenyl)amino)pyrimidine-4-carboxamide